1-methyl-N-[6-(trifluoromethoxy)-1,3-benzothiazol-2-yl]cyclohexane-1-carboxamide CC1(CCCCC1)C(=O)NC=1SC2=C(N1)C=CC(=C2)OC(F)(F)F